[6-(3-fluoropyrrolidin-1-yl)-2-pyridyl]3-(o-tolyl)prop-2-ynoate FC1CN(CC1)C1=CC=CC(=N1)OC(C#CC1=C(C=CC=C1)C)=O